OCC1=CC=C(C=C1)C=1C=C(C=C(C1)OCC1(CC1)C)C(=O)N1CCN(CC1)C=1OC=2C(=NC(=CC2)C)N1 [3-[4-(hydroxymethyl)phenyl]-5-[(1-methylcyclopropyl)methoxy]phenyl]-[4-(5-methyloxazolo[4,5-b]pyridin-2-yl)piperazin-1-yl]methanone